racemic-(1-(2-hydroxy-2-methylpropyl)-5-methyl-1H-indazol-3-yl)(3-(pyridin-2-yl)-3-(p-tolyl)piperidin-1-yl)methanone OC(CN1N=C(C2=CC(=CC=C12)C)C(=O)N1C[C@@](CCC1)(C1=CC=C(C=C1)C)C1=NC=CC=C1)(C)C |r|